4-bromo-N-(4-cyano-2-fluorophenyl)-1-(triisopropylsilyl)pyrrole-3-sulfonamide BrC=1C(=CN(C1)[Si](C(C)C)(C(C)C)C(C)C)S(=O)(=O)NC1=C(C=C(C=C1)C#N)F